6-(1-(cyclohexylmethyl)-1H-indol-5-yl)picolinamide C1(CCCCC1)CN1C=CC2=CC(=CC=C12)C1=CC=CC(=N1)C(=O)N